2-Methoxy-6-phenyl-4-p-tolylpyridine-3-carbonitrile COC1=NC(=CC(=C1C#N)C1=CC=C(C=C1)C)C1=CC=CC=C1